N-(1-Cyanocyclopropyl)-5-[1-[4-(difluoromethoxy)-2-methyl-5-(1,1,2,2,2-pentafluoroethyl)pyrazol-3-yl]pyrazol-4-yl]-N-(methoxymethyl)-2-(trifluoromethyl)benzamid C(#N)C1(CC1)N(C(C1=C(C=CC(=C1)C=1C=NN(C1)C=1N(N=C(C1OC(F)F)C(C(F)(F)F)(F)F)C)C(F)(F)F)=O)COC